C(C)(C)C1CCC(CC1)O 4-isopropyl-1-cyclohexanol